1-(difluoromethyl)-4-(3-hydroxypropyl)pyridin-2-one FC(N1C(C=C(C=C1)CCCO)=O)F